ClC1=C(OCCCC(=O)O)C(=CC(=C1)C1=CC(=CC(=C1)F)OC1CCC1)F 4-[2-chloro-4-[3-(cyclobutoxy)-5-fluoro-phenyl]-6-fluoro-phenoxy]butanoic acid